NC=1N=C(C2=C(C=NN(C2=O)CC2=CC=C(C=C2)OCCNC)N1)N[C@H](C)CCC (R)-2-amino-6-(4-(2-(methylamino)ethoxy)benzyl)-4-(pentan-2-ylamino)pyrimido[4,5-d]pyridazin-5(6H)-one